(S)-6-((4-((2-hydroxy-1-phenylethyl)amino)-5-(3-morpholino-1,2,4-oxadiazol-5-yl)pyridin-2-yl)amino)-1-isopropyl-2-methyl-1,2-dihydro-3H-pyrazolo[3,4-b]pyridin-3-one OC[C@H](C1=CC=CC=C1)NC1=CC(=NC=C1C1=NC(=NO1)N1CCOCC1)NC1=CC=C2C(=N1)N(N(C2=O)C)C(C)C